(S)-1-((5-((3-cyanobenzyl)oxy)-7-((2-methyl-[1,1'-biphenyl]-3-yl)methoxy)-2,3-dihydro-1H-inden-4-yl)methyl)piperidine-2-carboxamide C(#N)C=1C=C(COC=2C(=C3CCCC3=C(C2)OCC=2C(=C(C=CC2)C2=CC=CC=C2)C)CN2[C@@H](CCCC2)C(=O)N)C=CC1